C(OCCC(C(C(F)(F)F)F)(F)F)([O-])=O 2,2,3,4,4,4-hexafluorobutyl-methyl carbonate